NC(C(=O)NC)(CC1=CC(=C(C=C1)OC)OC)C D-2-amino-3-(3,4-dimethoxyphenyl)-N,2-dimethylpropionamide